5,8-dichloro-2-((3,4-dichlorophenyl)amino)quinazolin-4(3H)-one ClC1=C2C(NC(=NC2=C(C=C1)Cl)NC1=CC(=C(C=C1)Cl)Cl)=O